2-(2-(tert-Butoxy)-2-oxoethyl)propane-1,3-diyl bis(decanoate) C(CCCCCCCCC)(=O)OCC(COC(CCCCCCCCC)=O)CC(=O)OC(C)(C)C